C1(=CC=CC=C1)C1(CCNCC1)CNC1=CC=CC=2N1N=C(N2)C(F)(F)F N-((4-Phenylpiperidin-4-yl)methyl)-2-(trifluoromethyl)-[1,2,4]triazolo[1,5-a]pyridin-5-amine